1-hydroxy-9,10-dioxo-9,10-dihydroanthracene OC1=CC=CC=2C(C3=CC=CC=C3C(C12)=O)=O